C1(=CC=CC=C1)SC1=CC(=C(C=C1)NC1=NC=C(C(=N1)NC1=C(C(=O)N)C(=CC=C1)F)Br)C ((2-((4-(phenylsulfanyl)-2-methylphenyl)amino)-5-bromopyrimidin-4-yl)amino)-6-fluorobenzamide